ClC=1C=CC=C2C=CC=C(C12)C1=C(C=2N=C(N=C(C2C=N1)N1CC2(C1)CN(CC2)C(=O)OC(C)(C)C)OC[C@]21CCCN1C[C@@H](C2)F)F tert-butyl 2-(7-(8-chloronaphthalen-1-yl)-8-fluoro-2-(((2R,7aS)-2-fluorotetrahydro-1H-pyrrolizin-7a(5H)-yl)methoxy)pyrido[4,3-d]pyrimidin-4-yl)-2,6-diazaspiro[3.4]octane-6-carboxylate